4-Pentyl-N-((3-phenyl-1H-pyrazol-4-yl)methyl)benzamide C(CCCC)C1=CC=C(C(=O)NCC=2C(=NNC2)C2=CC=CC=C2)C=C1